FC1=C(C=C(C=C1)C1(CC2(C1)CC(C2)C)C2=NN=CN2C)NC(=O)C=2C(N(C=C(C2)CNCCC(C)C)CC(F)(F)F)=O N-(2-fluoro-5-(6-methyl-2-(4-methyl-4H-1,2,4-triazol-3-yl)spiro[3.3]heptan-2-yl)phenyl)-5-((isopentylamino)methyl)-2-oxo-1-(2,2,2-trifluoroethyl)-1,2-dihydropyridine-3-carboxamide